CC(C)(C)NC(=O)OCC(C1=NC=NC=C1)O 2-hydroxy-2-(4-pyrimidinyl)ethyl 2-methyl-2-propanecarbamate